FC=1C=C(C=CC1)NC=1SC=C(N1)C=1SC(=C(N1)C1=CC=CC=C1)CC N-(3-fluorophenyl)-5-ethyl-4-phenyl-[2,4'-bithiazole]-2'-amine